N-sulfonylpyridinium S(=O)(=O)=[N+]1CC=CC=C1